racemic-2-amino-1-(5-fluoro-2-pyridyl)ethanol NC[C@@H](O)C1=NC=C(C=C1)F |r|